CC1=C(C=CC=C1NC1=NC(C2=C(C(=C(C(=C12)Cl)Cl)Cl)Cl)=O)NC1=NC(C2=C(C(=C(C(=C12)Cl)Cl)Cl)Cl)=O 3,3'-[(2-methyl-1,3-phenylene)diimino]bis[4,5,6,7-tetrachloro-1H-isoindol-1-one]